1-(6-fluoro-5-methoxy-1H-indol-1-yl)-N,N,2-trimethylpropan-2-amine FC1=C(C=C2C=CN(C2=C1)CC(C)(N(C)C)C)OC